tris-(2,2,6,6-tetramethyl-4-piperidyl) triazine-2,4,6-tricarboxylate N1N(N=C(C=C1C(=O)OC1CC(NC(C1)(C)C)(C)C)C(=O)OC1CC(NC(C1)(C)C)(C)C)C(=O)OC1CC(NC(C1)(C)C)(C)C